2-dimethylaminoethylmethacrylate CN(CCOC(C(=C)C)=O)C